trans-C2-(4-chlorophenyl)-4,6-di(quinolin-3-yl)benzoxazole ClC1=CC=C(C=C1)C=1OC2=C(N1)C(=CC(=C2)C=2C=NC1=CC=CC=C1C2)C=2C=NC1=CC=CC=C1C2